((tert-butyldiphenylsilyl)oxy)-2-methylpropan-1-ol [Si](C1=CC=CC=C1)(C1=CC=CC=C1)(C(C)(C)C)OC(C(C)C)O